COC(C(=O)[O-])CCC Methoxy-propylacetat